2-(3-(difluoromethyl)-4-fluorophenyl)-4,4,5,5-tetramethyl-1,3,2-dioxaborolane FC(C=1C=C(C=CC1F)B1OC(C(O1)(C)C)(C)C)F